N[C@@H](C(=O)NCC1=CC=C(C=C1)O)CCCN\C(=N/C(NCCNC(CC)=O)=O)\N (R,Z)-2-amino-N-(4-hydroxybenzyl)-5-(2-((2-propionamidoethyl)carbamoyl)guanidino)pentanamide